N1=C(C=CC=C1)C=1C=NC(=CC1)CC(=O)N [2,3'-bipyridin-6'-yl]acetamide